2-((3-(2,6-dioxopiperidin-3-yl)-1-methyl-1H-indazol-7-yl)oxy)-N-(oxazol-2-yl)-acetamide O=C1NC(CCC1C1=NN(C2=C(C=CC=C12)OCC(=O)NC=1OC=CN1)C)=O